C1(CC1)[C@H]1N(CCN(C1)C=1N=CC2=C(N1)C(=NC=N2)NC2=CC(=C(C=C2)OC2=CC1=C(N(N=N1)C)C=C2)C)C(C=C)=O (R)-1-(2-cyclopropyl-4-(8-((3-methyl-4-((1-methyl-1H-benzo[d][1,2,3]triazol-5-yl)oxy)phenyl)amino)pyrimido[5,4-d]pyrimidin-2-yl)piperazin-1-yl)prop-2-en-1-one